3-(4-(2-Isopropylphenoxy)-2-((tetrahydro-2H-pyran-2-yloxy)methyl)phenyl)-4-nitrobutanoic acid ethyl ester C(C)OC(CC(C[N+](=O)[O-])C1=C(C=C(C=C1)OC1=C(C=CC=C1)C(C)C)COC1OCCCC1)=O